CC=1C(=C(C=CC1)C1(CC1)C#N)NC1=CC=NN1C 1-(3-Methyl-2-((1-methyl-1H-pyrazol-5-yl)amino)phenyl)cyclopropane-1-carbonitrile